C(C)(C)(C)OC(=O)N1CCN(CC1)CCC[C@@H](O)C1=CC(=CC=C1)NC(CCC(=O)OC(C)(C)C)=O.COC1=CC(=CC(=C1)CC1=CC=CC=C1)OC 1,3-dimethoxy-5-(phenylmethyl)benzene (R)-tert-butyl-4-(4-(3-(4-tert-butoxy-4-oxobutanamido)phenyl)-4-hydroxybutyl)piperazine-1-carboxylate